6-chloro-3-iodo-1-((2-(trimethylsilyl)ethoxy)methyl)-1H-pyrazolo[3,4-b]pyridine ClC1=CC=C2C(=N1)N(N=C2I)COCC[Si](C)(C)C